7-(4-(4-(benzo[b]thiophen-4-yl)piperazin-1-yl)butoxy)-1-octanoyl-3,4-dihydroquinolin-2(1H)-one S1C2=C(C=C1)C(=CC=C2)N2CCN(CC2)CCCCOC2=CC=C1CCC(N(C1=C2)C(CCCCCCC)=O)=O